(3s,4r)-4-((5-fluoro-4-(8-fluoro-3-(hydroxymethyl)-4-isopropylquinolin-6-yl)pyrimidin-2-yl)amino)tetrahydro-2H-pyran-3-ol FC=1C(=NC(=NC1)N[C@H]1[C@@H](COCC1)O)C=1C=C2C(=C(C=NC2=C(C1)F)CO)C(C)C